1-(4-(7-(1-(2-Hydroxy-2-methylpropyl)-1H-pyrazol-4-yl)-1-isopropyl-3-methyl-2-oxo-1,2,3,6-tetrahydroimidazo[4,5-d]pyrrolo[2,3-b]pyridin-8-yl)phenyl)cyclopropane-1-carbonitrile OC(CN1N=CC(=C1)C1=C(C=2C(=NC=C3C2N(C(N3C)=O)C(C)C)N1)C1=CC=C(C=C1)C1(CC1)C#N)(C)C